tert-butyl 3-amino-3-methyl-pyrrolidine-1-carboxylate NC1(CN(CC1)C(=O)OC(C)(C)C)C